C(CCC)OC(CCC(C)(C)O)=O 4-hydroxy-4-methyl-pentanoic acid butyl ester